4-[3-([2-[(tert-butoxycarbonyl)amino]-4-carbamoylbutyl](methyl)amino)-2-fluorophenyl]butyl 4-nitrophenyl carbonate C(OCCCCC1=C(C(=CC=C1)N(C)CC(CCC(N)=O)NC(=O)OC(C)(C)C)F)(OC1=CC=C(C=C1)[N+](=O)[O-])=O